COC1=C(C(=O)OC)C=C(C=C1)CCCN1N=NC(=C1)C1=CC=CC=C1 methyl 2-methoxy-5-(3-(4-phenyl-1H-1,2,3-triazol-1-yl)propyl)benzoate